amino-bis[4-(12-docosoxydodecyloxy)phenyl]methane NC(C1=CC=C(C=C1)OCCCCCCCCCCCCOCCCCCCCCCCCCCCCCCCCCCC)C1=CC=C(C=C1)OCCCCCCCCCCCCOCCCCCCCCCCCCCCCCCCCCCC